(5-fluoro-6-(thiazol-4-ylmethoxy)-1H-indol-2-yl)methanamine FC=1C=C2C=C(NC2=CC1OCC=1N=CSC1)CN